7-(3-(4-(2-[18F]Fluoroethoxy)phenyl)propyl)-2-(furan-2-yl)-7H-pyrazolo-[4,3-e][1,2,4]-triazolo[1,5-c]pyrimidin-5-amin [18F]CCOC1=CC=C(C=C1)CCCN1N=CC=2C=3N(C(=NC21)N)N=C(N3)C=3OC=CC3